ClC=1C=C(C(=C(C(=O)NC=2SC(=CN2)C(F)(F)F)C1)O)OC 5-chloro-2-hydroxy-3-methoxy-N-(5-(trifluoromethyl)thiazol-2-yl)benzamide